C1CCC2=C(C=3CCCC3C=C12)N1N=CC(=C1)S(=O)(=N)C=1SC=C(N1)C(C)(C)O (1-(1,2,3,5,6,7-hexahydro-s-indacen-4-yl)-1H-pyrazol-4-yl)(4-(2-hydroxypropan-2-yl)thiazol-2-yl)(imino)-λ6-sulfanone